ClC1=CC=C(C(=N1)C(=O)O)N[C@H](C)C1=C2N=C(C(=NC2=CC(=C1)C)C#N)N1C[C@@H](OCC1)CC 6-chloro-3-(((R)-1-(2-cyano-3-((S)-2-ethylmorpholino)-7-methylquinoxalin-5-yl)ethyl)amino)picolinic acid